4-[1-[2-[(3S)-1-(cyclopropylmethyl)-3-(3,4-dichlorophenyl)-6-oxopiperidin-3-yl]ethyl]azetidin-3-yl]piperazine-1-sulfonamide C1(CC1)CN1C[C@](CCC1=O)(C1=CC(=C(C=C1)Cl)Cl)CCN1CC(C1)N1CCN(CC1)S(=O)(=O)N